1,2,4,5,6,7-hexamethyl-4,5,6,7-tetrahydroindenyl-tribenzyl-titanium CC1C(=C(C=2C(C(C(C(C12)C)C)C)C)[Ti](CC1=CC=CC=C1)(CC1=CC=CC=C1)CC1=CC=CC=C1)C